Cl.FC1=CC(=CC2=C1N=C(S2)NC(=O)C2CN(CCC2)C2CNCC2)F N-(4,6-difluoro-1,3-benzothiazol-2-yl)-1-(pyrrolidin-3-yl)piperidine-3-carboxamide hydrochloride